N1=C(C=CC=C1)[C@H](C)NC(=O)C=1C=NC2=C(C=CC=C2C1)C1=CC=C(C=C1)C#C[Si](C)(C)C (S)-N-(1-(pyridin-2-yl)ethyl)-8-(4-((trimethylsilyl)ethynyl)phenyl)quinoline-3-carboxamide